BrC=1C(C(C(=CC1[2H])[2H])([2H])I)[2H] 1-bromo-3-iodobenzene-2,3,4,6-d4